strontium cyclohexane-1,2-dicarboxylic acid C1(C(CCCC1)C(=O)O)C(=O)O.[Sr]